tris-hydroxy-aminomethane OC(N)(O)O